methyl 6-(butylcarbamoyl)-3-(4,4,5,5-tetramethyl-1,3,2-dioxaborolan-2-yl)picolinate C(CCC)NC(=O)C1=CC=C(C(=N1)C(=O)OC)B1OC(C(O1)(C)C)(C)C